N-{2,6-difluoro-4-[(3R)-3-fluoropyrrolidin-1-yl]phenyl}-2-[(1-methyl-1H-1,2,3,4-tetrazol-5-yl)sulfanyl]-5-nitrobenzamide FC1=C(C(=CC(=C1)N1C[C@@H](CC1)F)F)NC(C1=C(C=CC(=C1)[N+](=O)[O-])SC1=NN=NN1C)=O